C1(CC2C(CC1)O2)CCC([SiH](O[Si](C21CCC(CC2)C1)(C12CCC(CC1)C2)O[SiH](C)C)C)CCC2CC1C(CC2)O1 bis[2-(3,4-epoxycyclohexyl)ethyl]dimethylsiloxy-bisnorbornyldimethylsiloxysilane